(E)-3-(4-fluorophenyl)-1-phenylprop-2-en-1-one FC1=CC=C(C=C1)/C=C/C(=O)C1=CC=CC=C1